FC=1C=CC(=NC1)C=1C=C2C=NCN(C2=C(C1)OC)CC=1C=NC(=CC1)C(F)(F)F 6-(5-fluoropyridin-2-yl)-8-methoxy-N-((6-(trifluoromethyl)pyridin-3-yl)methyl)quinazolin